N1=NC=C2N1C=CC=C2C2=CC=C(C=C2)N2CCN(CC2)C(=O)NC=2N=C(SC2)C#C 4-(4-([1,2,3]triazolo[1,5-a]pyridin-4-yl)phenyl)-N-(2-ethynylthiazol-4-yl)piperazine-1-carboxamide